[2H]C([2H])(I)I diiodomethane-d2